1-Fmoc-6-(2-chloroacetyl)-hexanediamine C(=O)(OCC1C2=CC=CC=C2C2=CC=CC=C12)C(CCCCCC(CCl)=O)(N)N